COC1=C(CN(C(OC(C)(C)C)=O)S(=O)(=O)C2=C(C=C(C=C2)O[C@@H]2[C@H](C[C@H](CC2)C2=CC(=CC=C2)C(F)(F)F)N(C)C)F)C=CC(=C1)OC tert-butyl 2,4-dimethoxybenzyl((4-(((1S,2S,4S)-2-(dimethylamino)-4-(3-(trifluoromethyl)phenyl)cyclohexyl)oxy)-2-fluorophenyl)sulfonyl)carbamate